ClC1=CC=C(C(=N1)C(=O)OC)NC(C)C1=C2C=C(N(C(C2=CC(=C1)C)=O)C)C1=CCC(CC1)(C)C methyl 6-chloro-3-((1-(3-(4,4-dimethylcyclohex-1-en-1-yl)-2,7-dimethyl-1-oxo-1,2-dihydroisoquinolin-5-yl)ethyl)amino)picolinate